CO\N=C(/C)\NC(C1=CC=C(C=C1)C1=NOC(=N1)C(F)(F)F)=O N-[(E)-N-Methoxy-C-methyl-carbonimidoyl]-4-[5-(trifluoromethyl)-1,2,4-oxadiazol-3-yl]benzamid